ClC=1C(=C(C=CC1)C1=C(C=CC=C1OC(C)C)OC(C)C)P(C1CCCCC1)C1CCCCC1 chloro(2-dicyclohexylphosphino-2',6'-di(isopropoxy)-1,1'-biphenyl)